CC1(C(C=CC=C1)C)NC1=NC(=NC(=N1)N)N 1,2-dimethylphenyl-melamine